NC=1C2=C(N=CN1)N1C(=C2C2=CC(=C(C=C2)OC2=NC=CC(=N2)C)F)CN(CC1)C(C#CC)=O 1-(4-amino-5-(3-fluoro-4-((4-methylpyrimidin-2-yl)oxy)phenyl)-8,9-dihydropyrazino[1',2':1,5]pyrrolo[2,3-d]pyrimidin-7(6H)-yl)but-2-yn-1-one